C(N)(=O)C1CCC(CC1)N1C2=NC(=NC=C2N=C1NC1=C(C=C(C=C1F)Cl)Cl)N[C@H]1CN(CCC1)C(=O)NC1=CC=CC=C1 (R)-3-(9-((1s,4S)-4-carbamoylcyclohexyl)-8-(2,4-dichloro-6-fluorophenylamino)-9H-purin-2-ylamino)-N-phenylpiperidine-1-carboxamide